4-((7H-pyrrolo[2,3-d]pyrimidin-4-yl)amino)-4,7-dihydrothieno[2,3-c]pyridine-6(5H)-carboxylic acid tertButyl ester C(C)(C)(C)OC(=O)N1CC2=C(C(C1)NC=1C3=C(N=CN1)NC=C3)C=CS2